N-(3-cyano-4-methyl-1H-indol-7-yl)-1-[(1R)-1-(fluoromethyl)-2-hydroxy-ethyl]pyrazole-4-sulfonamide C(#N)C1=CNC2=C(C=CC(=C12)C)NS(=O)(=O)C=1C=NN(C1)[C@H](CO)CF